(R)-7-chloro-N-(1-(4-chloro-2-fluorophenyl)ethyl)imidazo[1,2-a]pyrimidin-5-amine ClC1=NC=2N(C(=C1)N[C@H](C)C1=C(C=C(C=C1)Cl)F)C=CN2